C(C(C)(C)C)OC(C=C)=O.O=C(C(=O)N)N1CCCC1 2-oxo-2-(pyrrolidin-1-yl)acetamide neo-pentyl-acrylate